BrC1=C(C=C(C=C1)N1CC=2N(CC1)C=CN2)COC 7-(4-bromo-3-(methoxymethyl)phenyl)-5,6,7,8-tetrahydroimidazo[1,2-a]pyrazine